(S)-2-(6-chloro-2-(1-cyclopropyl-1H-pyrazole-3-carbonyl)-1,2,3,4-tetrahydroisoquinoline-8-yl)pyrrolidine-1-carboxylate ClC=1C=C2CCN(CC2=C(C1)[C@H]1N(CCC1)C(=O)[O-])C(=O)C1=NN(C=C1)C1CC1